N(=[N+]=[N-])CCCOC1=CC=C(C=C1)N=NC1=CC=C(C(=O)NCCNC(OC(C)(C)C)=O)C=C1 tert-Butyl 2-(4-{[4-(3-azidopropoxy)phenyl]azo}benzamido)ethylcarbamate